CC1=C(C=CC=C1OC([2H])([2H])[2H])[C@@H]1NCC[C@@H]1N1[C@H]2CN(C[C@@H]1CC2)C(=O)OC(C)(C)C tert-butyl (1R,5S)-8-[(2S,3S)-2-[2-methyl-3-(trideuteriomethoxy)phenyl]pyrrolidin-3-yl]-3,8-diazabicyclo[3.2.1]octane-3-carboxylate